2-((7-bromo-4-methoxybenzofuran-2-yl)methyl)isoindoline-1,3-dione BrC1=CC=C(C=2C=C(OC21)CN2C(C1=CC=CC=C1C2=O)=O)OC